C1(=CC=CC=C1)C1CNC=2C(O1)=CC=1N(C2)C=CN1 phenyl-3,4-dihydro-2H-imidazo[1',2':1,6]pyrido[4,3-b][1,4]oxazine